O=C1NC(CCC1N1C(C2=CC=C(C=C2C1=O)CN1CCN(CC1)C1=CC=C(C=C1)NC1=NC=C(C(=N1)NCC1=CC(=CC=C1)S(=O)(=O)C)C(F)(F)F)=O)=O 2-(2,6-dioxopiperidin-3-yl)-5-((4-(4-((4-((3-(methylsulfonyl)phenylmethyl)amino)-5-(trifluoromethyl)pyrimidin-2-yl)amino)phenyl)piperazin-1-yl)methyl)isoindoline-1,3-dione